C(C(CC(C)=O)=O)[Zr] (2,4-pentanedionyl)zirconium